P(=O)(O)(O)[Mg] phosphonomagnesium